C(C)(C)C1=C(C=C(C=C1OC)\C=C\C1=CC=CC=C1)OC (E)-2-isopropyl-1,3-dimethoxy-5-styrylbenzene